N-(2-chloro-4-(trifluoromethyl)phenyl)-2-(6-ethyl-7-(4-(5-hydroxy-6-methylpyrimidine-4-carbonyl)piperazin-1-yl)-3-methyl-8-oxopyrido[2,3-b]pyrazin-5(8H)-yl)acetamide ClC1=C(C=CC(=C1)C(F)(F)F)NC(CN1C(=C(C(C=2C1=NC(=CN2)C)=O)N2CCN(CC2)C(=O)C2=NC=NC(=C2O)C)CC)=O